C(#N)N1[C@H](C[C@H](C1)OC)C(=O)N(C1=CC=C(C=C1)S(F)(F)(F)(F)F)C(C(=O)NC1CCC(CC1)(F)F)C=1C=NC=CC1C#N (2R,4R)-1-cyano-N-[1-(4-cyano-3-pyridyl)-2-[(4,4-difluorocyclohexyl)amino]-2-oxo-ethyl]-4-methoxy-N-[4-(pentafluoro-λ6-sulfanyl)phenyl]pyrrolidine-2-carboxamide